5-amyl-decanoic acid 7-bromoheptyl ester BrCCCCCCCOC(CCCC(CCCCC)CCCCC)=O